tert-butyl (S)-2-((3-((1-(7-hydroxyquinolin-5-yl)cyclopropyl)carbamoyl)-4-methylphenoxy)methyl)azetidine-1-carboxylate OC1=CC(=C2C=CC=NC2=C1)C1(CC1)NC(=O)C=1C=C(OC[C@H]2N(CC2)C(=O)OC(C)(C)C)C=CC1C